C([C@@H](C(=O)[O-])[NH3+])[NH3+] The molecule is an alpha-amino-acid cation that is the conjugate acid of 3-amino-L-alanine. It is a conjugate acid of a 3-amino-L-alanine and a 3-amino-L-alanine zwitterion. It is a tautomer of a 3-ammonio-L-alanine.